ClCC1C(C(C(=C(C(Cl)Cl)Cl)Cl)Cl)C(=O)OC1=O 1,4,5,6,7,7-hexachloro-5-heptene-2,3-dicarboxylic acid anhydride